C(C)(C)(C)OC(NC1=CC=C(C=C1)C(=O)N1C(CC1)C(NC=1SC=C(N1)C1=NC(=CC=C1)N1C[C@@H](O[C@@H](C1)C)C)=O)=O tert-Butyl-(4-(2-((4-(6-((2S,6R)-2,6-dimethylmorpholino)pyridin-2-yl)thiazol-2-yl)carbamoyl)azetidine-1-carbonyl)phenyl)carbamate